5,8,25,28-tetraoxo-12,15,18,21-tetraoxa-3,6,9,24,27,30-hexaazadotriacontane-1,32-dioic acid trifluoroacetate FC(C(=O)O)(F)F.O=C(CNCC(=O)O)NCC(NCCOCCOCCOCCOCCNC(CNC(CNCC(=O)O)=O)=O)=O